2,5-Bis(amino-methyl)furan NCC=1OC(=CC1)CN